[Si](OCCCC)(OCCCC)(OCCCC)OCCCC Tetrabutyl orthosilicate